3-ethyl-4,5-dimethyloctane C(C)C(CC)C(C(CCC)C)C